[Br-].C1(=CC=CC=C1)[PH+](C1=CC=CC=C1)C1=CC=CC=C1 triphenylphosphonium bromide